6,7-Dimethoxy-1,4-dihydro-3H-isochromen-3-on COC=1C=C2CC(OCC2=CC1OC)=O